C(C)N1C[C@@H](CCC1)NC=1N=NC(=C(C1)C)C1=CC=C2C=C(NC2=C1)C N-[(3R)-1-Ethyl-3-piperidyl]-5-methyl-6-(2-methyl-1H-indol-6-yl)pyridazin-3-amine